7-pentylbicyclo[3.2.1]oct-2-ene C(CCCC)C1CC2CC=CC1C2